(3R,4R)-1-(1-cyclopropyl-ethyl)-4-{[5-(2,4-difluoro-phenyl)-isoxazole-3-carbonyl]-amino}-piperidine-3-carboxylic acid dimethylamide CN(C(=O)[C@@H]1CN(CC[C@H]1NC(=O)C1=NOC(=C1)C1=C(C=C(C=C1)F)F)C(C)C1CC1)C